[2-(acryloyloxy)ethyl]dimethyl-tetradecyl-ammonium bromide [Br-].C(C=C)(=O)OCC[N+](CCCCCCCCCCCCCC)(C)C